6-(3-fluoro-2-methoxy-phenyl)-5-[4-[(3S)-1-(3-fluoropropyl)pyrrolidin-3-yl]oxyphenyl]-8,9-dihydro-7H-benzo[7]annulen-2-ol FC=1C(=C(C=CC1)C1=C(C2=C(CCC1)C=C(C=C2)O)C2=CC=C(C=C2)O[C@@H]2CN(CC2)CCCF)OC